(R)-6-chloro-1-(4-chloro-3-hydroxy-phenyl)-7-(2-(((3-chloropyridin-2-yl)oxy)methyl)pyrrolidin-1-yl)-4-oxo-1,4-dihydro-quinoline-3-carboxylic acid ClC=1C=C2C(C(=CN(C2=CC1N1[C@H](CCC1)COC1=NC=CC=C1Cl)C1=CC(=C(C=C1)Cl)O)C(=O)O)=O